tert-butyl 3-(2-(tert-butoxy)-2-oxoethyl)-4-oxo-7-((4-(4-((17-(tosyloxy)-3,6,9,12,15-pentaoxaheptadecyl)oxy)phenyl)piperidin-1-yl)sulfonyl)-3,4-dihydroquinazoline-1(2H)-carboxylate C(C)(C)(C)OC(CN1CN(C2=CC(=CC=C2C1=O)S(=O)(=O)N1CCC(CC1)C1=CC=C(C=C1)OCCOCCOCCOCCOCCOCCOS(=O)(=O)C1=CC=C(C)C=C1)C(=O)OC(C)(C)C)=O